FC(N1N=CC(=C1)C=1C2=C(N=C(N1)N1[C@H](CC1)C)CCC2)F 4-[1-(difluoromethyl)pyrazol-4-yl]-2-[(2S)-2-methylazetidin-1-yl]-6,7-dihydro-5H-cyclopenta[d]pyrimidine